C(C)(C)(C)OC(=O)NC1(COCC1)C(=O)OC methyl 3-((tert-butoxycarbonyl)amino)tetrahydrofuran-3-carboxylate